OC[C@H]1O[C@H]([C@@H]([C@@H]1O)O)N1C2=NC=NC(=C2N=C1)N/N=C/C1=CC=C(C=C1)N1CCCC1 (2R,3S,4R,5R)-2-(hydroxymethyl)-5-{6-{2-[(E)-4-(pyrrolidin-1-yl)benzylidene]hydrazino}-9H-purin-9-yl}tetrahydrofuran-3,4-diol